2-(2,2-difluoro-1-hydroxyethyl)-4,6-dimethylphenol FC(C(O)C1=C(C(=CC(=C1)C)C)O)F